BrC1=CC(=NC=C1OC)C=NS(=O)C(C)(C)C N-((4-bromo-5-methoxypyridin-2-yl)methylene)-2-methylpropan-2-sulfinamide